CC1(OB(OC1(C)C)C=1C(=NN(C1)CC1=CC=C(C=C1)C(F)(F)F)C)C 4,4,5,5-tetramethyl-2-(3-methyl-1-{[p-(trifluoromethyl)phenyl]methyl}-1H-pyrazol-4-yl)-1,3,2-dioxaborolane